C(C)(=O)C1=C(C2=C(N=C(N=C2)NC2=NC=C(C=C2)N2CCN(CC2)C)N(C1=O)C1CCCC1)C 6-acetyl-8-cyclopentyl-5-methyl-2-[5-(4-methyl-piperazin-1-yl)-pyridin-2-ylamino]-8H-pyrido[2,3-d]Pyrimidin-7-one